6-(10-chloro-8-(prop-1-yn-1-yl)-1,2,3,4,12,12a-hexahydro-6H-benzo[f]pyrazino[2,1-c][1,4]oxazepin-9-yl)-4-methyl-5-(trifluoromethyl)pyridin-2-amine ClC1=C(C(=CC=2CN3C(COC21)CNCC3)C#CC)C3=C(C(=CC(=N3)N)C)C(F)(F)F